N-(2-Hydroxy-4-phenyl-6-(trifluoromethoxy)-2-(trifluoromethyl)-2H-chromen-3-yl)acetamide OC1(OC2=CC=C(C=C2C(=C1NC(C)=O)C1=CC=CC=C1)OC(F)(F)F)C(F)(F)F